NC=1C(=NN(C1)C1CCC(CC1)O)C(F)F 4-(4-Amino-3-(difluoromethyl)-1H-pyrazol-1-yl)cyclohexanol